ClC=1C=NC(=NC1)C1CN(C1)[C@@H]1[C@H](CCCC1)OC=1C=C2CN(C(C2=CC1)=O)C1C(NC(CC1)=O)=O 3-(5-(((1S,2S)-2-(3-(5-chloropyrimidin-2-yl)azetidin-1-yl)cyclohexyl)oxy)-1-oxoisoindolin-2-yl)piperidine-2,6-dione